C(C)(C)(C)OC(=O)N1[C@@H](C[C@H](C1)N)CN1N=CN=C1 (2s,4r)-2-((1H-1,2,4-triazol-1-yl)methyl)-4-aminopyrrolidine-1-carboxylic acid tert-butyl ester